C(C)(=O)NC1=CC=C(C=C1)NC1=NC2=CC=CC=C2C(=C1)C(F)(F)F N-(4-acetamidophenyl)-4-trifluoromethylquinolin-2-amine